OC(CC(=O)[O-])CCCCCC=C 3-hydroxy-dec-9-enoate